tert-butyl (5-amino-2-cyanophenyl)carbamate NC=1C=CC(=C(C1)NC(OC(C)(C)C)=O)C#N